6-(4-(4-(Trifluoromethyl)benzyl)piperidin-1-carbonyl)hexahydro-2H-pyrido[4,3-b][1,4]oxazin-3(4H)-on FC(C1=CC=C(CC2CCN(CC2)C(=O)N2CC3C(OCC(N3)=O)CC2)C=C1)(F)F